4-(8-amino-3-((2S)-1-(4-(((2-(2,6-dioxopiperidin-3-yl)-1-oxoisoindoline-4-yl)amino)methyl)benzyl)pyrrolidin-2-yl)imidazo[1,5-a]pyrazin-1-yl)-N-(pyridin-2-yl)benzamide NC=1C=2N(C=CN1)C(=NC2C2=CC=C(C(=O)NC1=NC=CC=C1)C=C2)[C@H]2N(CCC2)CC2=CC=C(C=C2)CNC2=C1CN(C(C1=CC=C2)=O)C2C(NC(CC2)=O)=O